COC1=CC(=C2C=CC(=NC2=C1)C)C1(CC1)NC(C1=C(C=CC(=C1)OC[C@H]1N(CC1)C)C)=O (S)-N-(1-(7-Methoxy-2-methylquinolin-5-yl)cyclopropyl)-2-methyl-5-((1-methylazetidin-2-yl)methoxy)benzamide